ClC1=CC(=C(C=C1)NC(OCC)=O)C(N[C@H](C(C(=O)NC)=O)C[C@H]1C(NCC1)=O)=O ethyl N-[4-chloro-2-[[(1S)-3-(methylamino)-2,3-dioxo-1-[[(3S)-2-oxopyrrolidin-3-yl]methyl]propyl]carbamoyl]phenyl]carbamate